FC1=C(C(=O)N(C2=NC=CC3=C2C=C(S3)/C=C/C(=O)OCC)[C@H]3CNCCC3)C=CC(=C1)N1N=NC=3C1=NC=CC3 ethyl (E)-3-[4-[[2-fluoro-4-(triazolo[4,5-b]pyridin-3-yl)benzoyl]-[(3R)-3-piperidyl]amino]thieno[3,2-c]pyridin-2-yl]prop-2-enoate